nitrogen silicon-titanium [Ti].[Si].[N]